(S)-2-(tert-butoxycarbonylamino)-3-(pyridin-2-yl)propionic acid C(C)(C)(C)OC(=O)N[C@H](C(=O)O)CC1=NC=CC=C1